N=1C=CN2C1N=CC(=C2)C2=CNC1=NC=C(C=C12)NC1=CC(=NC=C1)N1CCN(CC1)C 3-(imidazo[1,2-a]pyrimidin-6-yl)-N-(2-(4-methylpiperazin-1-yl)pyridin-4-yl)-1H-pyrrolo[2,3-b]pyridin-5-amine